1,3-dimethyl-2-thiaspiro[3.3]heptane 2,2-dioxide CC1S(C(C12CCC2)C)(=O)=O